C(C)(C)(C)[Si](O[C@@H](CSC)CC)(C)C (R)-tert-butyldimethyl((1-(methylthio)but-2-yl)oxy)silane